ClC=1C=NC(=NC1)N1CCC(CC1)CN1N=C(C=CC1=O)N1N=CC=C1 2-[[1-(5-chloropyrimidin-2-yl)piperidin-4-yl]methyl]-6-pyrazol-1-ylpyridazin-3-one